(S)-tert-butyl (1-((2'-(difluoromethyl)-4-methyl-[2,4'-bipyridin]-5-yl)oxy)-2,4-dimethylpentan-2-yl)carbamate FC(C1=NC=CC(=C1)C1=NC=C(C(=C1)C)OC[C@@](CC(C)C)(C)NC(OC(C)(C)C)=O)F